(5aR,5bS,7aS,8S,10aS,10bR)-5a,7a-dimethyl-2-((2-nitrophenyl)amino)-5,5a,5b,6,7,7a,8,9,10,10a,10b,11-dodecahydro-4H-cyclopenta[7,8]phenanthro[2,1-d]thiazol-8-yl propionate C(CC)(=O)O[C@H]1CC[C@@H]2[C@@]1(CC[C@@H]1[C@]3(CCC=4N=C(SC4C3=CC[C@@H]21)NC2=C(C=CC=C2)[N+](=O)[O-])C)C